COC=1C(=C2C=CNC2=C(C1)C)CN1[C@@H](CC(CC1)C=1SC=CC1)C1=CC=C(C=C1)C(=O)OC (S)-5-methoxy-4-((2-(4-(methoxycarbonyl)phenyl)-4-(thiophen-2-yl)piperidin-1-yl)methyl)-7-methyl-1H-indole